FC1=C(C=C2C(=NN(C2=C1)COCC[Si](C)(C)C)I)OC(C)C 2-[(6-fluoro-3-iodo-5-isopropoxy-indazol-1-yl)methoxy]Ethyl-trimethyl-silane